1-(2-(3-(1-(2,6-dichloro-3-fluorophenyl)ethoxy)-phenyl)pyrimidin-5-yl)-3-(1-methylpiperidin-3-yl)urea ClC1=C(C(=CC=C1F)Cl)C(C)OC=1C=C(C=CC1)C1=NC=C(C=N1)NC(=O)NC1CN(CCC1)C